COC(C1=C(C(=CC(=C1)C1(CCCC1)C#N)Br)OC)=O 3-bromo-5-(1-cyanocyclopentyl)-2-methoxybenzoic acid methyl ester